3-(2,4-dimethoxyphenyl)-6,7-dihydrothieno[2'',3'':4',5']pyrimido[1',2':1,2]pyrido[3,4-b]indol-4(12H)-one COC1=C(C=CC(=C1)OC)C1=CSC=2N=C3N(CCC4=C3NC3=CC=CC=C43)C(C21)=O